(3R,4R)-1-(6-(4-chlorophenyl)-2-(pyridin-3-yl)pyrimidin-4-yl)pyrrolidine-3,4-diol ClC1=CC=C(C=C1)C1=CC(=NC(=N1)C=1C=NC=CC1)N1C[C@H]([C@@H](C1)O)O